C(C1=CC=CC=C1)OC(=O)N([C@H](C)C(=O)O)S ((Benzyloxy)carbonyl)(sulfanyl)-D-alanine